(5-(1-adamantyl)-2'-bromo-6-(methoxymethoxy)-[1,1'-biphenyl]-3-yl)triisopropylsilane C12(CC3CC(CC(C1)C3)C2)C=2C=C(C=C(C2OCOC)C2=C(C=CC=C2)Br)[Si](C(C)C)(C(C)C)C(C)C